(S)-7-bromo-4-chloro-2-methyl-6-((tetrahydrofuran-3-yl)oxy)quinazoline BrC1=C(C=C2C(=NC(=NC2=C1)C)Cl)O[C@@H]1COCC1